S(=O)(=O)(C1=CC=C(C)C=C1)OC1CN(CCC1)C(=O)OC(C)(C)C tert-butyl 3-(tosyloxy)piperidine-1-carboxylate